BrC=1C=NN(C1C1=CC(=C(C=C1)F)OC)C 4-bromo-5-(4-fluoro-3-methoxy-phenyl)-1-methyl-pyrazole